7-chloro-3-(2,6-dichloro-3,5-dimethoxyphenyl)-N-(oxetan-3-ylmethyl)-2,6-naphthyridine-1-amine ClC1=NC=C2C=C(N=C(C2=C1)NCC1COC1)C1=C(C(=CC(=C1Cl)OC)OC)Cl